1-[3-(4-Chloro-2-methyl-2H-pyrazol-3-yl)-4-methoxyphenyl]-3-(4-fluoro-phenyl)-urea ClC1=C(N(N=C1)C)C=1C=C(C=CC1OC)NC(=O)NC1=CC=C(C=C1)F